3-chloro-4-[3-(1,1-difluoroethyl)-3-[(dimethylamino)methyl]pyrrolidin-1-yl]-N-[(2,4-dimethoxyphenyl)methyl]-2,6-difluoro-N-(6-fluoro-2-pyridyl)benzenesulfonamide ClC=1C(=C(C(=CC1N1CC(CC1)(CN(C)C)C(C)(F)F)F)S(=O)(=O)N(C1=NC(=CC=C1)F)CC1=C(C=C(C=C1)OC)OC)F